4-(2,6-diphenylpyridin-4-yl)-2,6-bis(5H-pyrido[3,2-b]indol-5-yl)benzonitrile C1(=CC=CC=C1)C1=NC(=CC(=C1)C1=CC(=C(C#N)C(=C1)N1C2=C(C=3C=CC=CC13)N=CC=C2)N2C1=C(C=3C=CC=CC23)N=CC=C1)C1=CC=CC=C1